C[C@H]1N([C@H](CCC1)C)C(CCCCCC=1N=C(N(C1)C1=CC=CC=C1)C1=C(C(=O)N)C=CC=C1C=1C=NNC1)=O (4-(6-((2r,6s)-2,6-dimethylpiperidin-1-yl)-6-oxohexyl)-1-phenyl-1H-imidazol-2-yl)-3-(1H-pyrazol-4-yl)benzamide